tert-Butyl (1-azido-15-oxo-3,6,9,12-tetraoxa-16-azaoctadecan-18-yl)carbamate N(=[N+]=[N-])CCOCCOCCOCCOCCC(NCCNC(OC(C)(C)C)=O)=O